7,8-dimethyl-10-[(2S,3S,4R)-2,3,4,5-tetrahydroxypentyl]-3,10-dihydrobenzopteridine-2,4-dione CC=1C(=CC2=C(N=C3C(NC(N=C3N2C[C@@H]([C@@H]([C@@H](CO)O)O)O)=O)=O)C1)C